C(CCCCC)(=O)N[C@H]1C(O)O[C@@H]([C@H]([C@@H]1O)O)CO N-caproyl-glucosamine